3-((4'-chloro-[1,1'-biphenyl]-2-yl)methyl)-3,6-diazabicyclo[3.1.1]heptane ClC1=CC=C(C=C1)C1=C(C=CC=C1)CN1CC2NC(C1)C2